ClC1=CC(=C(C(=C1)C)NC(=O)C1=CC(=NN1C1=NC=CC=C1Cl)OCF)C(=O)NC(C)(C)C N-[4-chloro-2-[[(1,1-dimethylethyl)amino]carbonyl]-6-methylphenyl]-1-(3-chloro-2-pyridyl)-3-(fluoromethoxy)-1H-pyrazole-5-carboxamide